NC1=C(C=C(C=N1)C=1C=C2N(N1)CCC21CN(C1)C(=O)NCC1=C(C=NC=C1)Cl)C(F)(F)F 2'-[6-amino-5-(trifluoromethyl)pyridin-3-yl]-N-[(3-chloropyridin-4-yl)methyl]-5',6'-dihydrospiro[azetidine-3,4'-pyrrolo[1,2-b]pyrazole]-1-carboxamide